(3-(pyrrolidin-1-yl)propyl)benzene-1,4-diamine N1(CCCC1)CCCC1=C(C=CC(=C1)N)N